C1(CCCC2CC(CCC12)=O)=O hexahydro-naphth-1,6(2H,7H)-dione